2-(5-cyclopropyl-3-(4-methyl-3-(pyridin-3-yl)phenyl)-4-(4-sulfamoylbenzyl)-1H-pyrazol-1-yl)thiazole-4-carboxylic acid C1(CC1)C1=C(C(=NN1C=1SC=C(N1)C(=O)O)C1=CC(=C(C=C1)C)C=1C=NC=CC1)CC1=CC=C(C=C1)S(N)(=O)=O